2-((2,3-dihydro-13bH-spiro[dibenzo[b,f]pyrrolo[1,2-d][1,4]oxazepine-1,4'-piperidin]-12-yl)sulfonyl)-2-(thiiran-2-yl)acetonitrile N1CCC2(CC1)CCN1C3=C(OC4=C(C12)C=C(C=C4)S(=O)(=O)C(C#N)C4SC4)C=CC=C3